(R)-1-(2-methyl-4-(3-((5-(trifluoromethyl)pyridin-2-yl)oxy)benzyl)piperazine-1-carbonyl)-1H-pyrazole-3-carboxylic acid C[C@H]1N(CCN(C1)CC1=CC(=CC=C1)OC1=NC=C(C=C1)C(F)(F)F)C(=O)N1N=C(C=C1)C(=O)O